(3R)-3-(4-chlorophenyl)-2-[(5-chloropyrimidin-2-yl)methyl]-4-fluoro-6-[1-hydroxy-1-(1-methylpiperidin-4-yl)propyl]-3-[(3S)-tetrahydrofuran-3-oxy]-2,3-dihydro-1H-isoindol-1-one ClC1=CC=C(C=C1)[C@@]1(N(C(C2=CC(=CC(=C12)F)C(CC)(C1CCN(CC1)C)O)=O)CC1=NC=C(C=N1)Cl)O[C@@H]1COCC1